7'-(3-(4,6-diphenyl-1,3,5-triazin-2-yl)phenyl)spiro[fluorene-9,5'-indeno[1,2-c]pyridine] C1(=CC=CC=C1)C1=NC(=NC(=N1)C1=CC=CC=C1)C=1C=C(C=CC1)C=1C=C2C3(C4=C(C=NC=C4)C2=CC1)C1=CC=CC=C1C=1C=CC=CC13